COC(C)C=1C=C(C2=C(N=C(O2)N2CC3CCC(C2)N3C(=O)OC(C)(C)C)C1OC(F)(F)F)C=1SC=CN1 tert-Butyl 3-(5-(1-methoxyethyl)-7-(thiazol-2-yl)-4-(trifluoromethoxy)benzo[d]oxazol-2-yl)-3,8-diazabicyclo[3.2.1]octane-8-carboxylate